COC(=O)C=1C2(CC2)CC=CC1C 5-methyl-spiro[2.5]oct-4,6-diene-4-carboxylic acid methyl ester